COC=1C=C(C=C(C1)OC)[Si](OCC)(OCC)OCC 3,5-dimethoxyphenyl-triethoxysilane